ClCCC(=O)NC=1C=C2C(=NC1)NN=C2C(=O)NC2=CC=C(C=C2)N2CCN(CC2)C 5-(3-Chloropropionamido)-N-(4-(4-methylpiperazin-1-yl)phenyl)-1H-pyrazolo[3,4-b]pyridine-3-carboxamide